BrC1=CC=C(C=C1)P(=O)(Cl)Cl (4-bromophenyl)phosphonic Dichloride